C12CN(CC(CC1)N2)C=2C1=C(N=C(N2)OC[C@@H]2N(CCC2)C)CN(CC1)C1=CC(=CC2=CC=CC(=C12)Br)O 4-(4-(3,8-diazabicyclo[3.2.1]octan-3-yl)-2-(((R)-1-methylpyrrolidin-2-yl)methoxy)-5,8-dihydropyrido[3,4-d]pyrimidin-7(6H)-yl)-5-bromonaphthalen-2-ol